2-[3-[3-(difluoromethoxy)-2-naphthyl]-4-(pyrazolo[1,5-a]pyrimidine-3-carbonylamino)pyrazol-1-yl]acetic acid FC(OC=1C(=CC2=CC=CC=C2C1)C1=NN(C=C1NC(=O)C=1C=NN2C1N=CC=C2)CC(=O)O)F